(4-(1-methylethyl)phenyl)-(4-methylphenyl)iodonium tetrakis(pentafluorophenyl)borate FC1=C(C(=C(C(=C1[B-](C1=C(C(=C(C(=C1F)F)F)F)F)(C1=C(C(=C(C(=C1F)F)F)F)F)C1=C(C(=C(C(=C1F)F)F)F)F)F)F)F)F.CC(C)C1=CC=C(C=C1)[I+]C1=CC=C(C=C1)C